BrC1=CC=CC(=N1)NC(=O)[C@H]1N([C@@H]2C[C@@H]2C1)C(CN1C=C(C2=C1N=CN=C2)NC(OCCCC)=O)=O butyl (7-(2-((1R,3S,5R)-3-((6-bromopyridin-2-yl)carbamoyl)-2-azabicyclo[3.1.0]hexan-2-yl)-2-oxoethyl)-7H-pyrrolo[2,3-d]pyrimidin-5-yl)carbamate